CC1(O[C@@](CN(C1)C(C#CC)=O)(COC=1C=2N(C=C(N1)C=1C=NN(C1)C)N=CC2)C)C |r| (S) and (R)-1-(2,2,6-trimethyl-6-(((6-(1-methyl-1H-pyrazol-4-yl)pyrazolo[1,5-a]pyrazin-4-yl)oxy)methyl)morpholino)but-2-yn-1-one